3-((2-(isopropylamino)pyrimidin-4-yl)oxy)pyrrolidin C(C)(C)NC1=NC=CC(=N1)OC1CNCC1